2-Naphthylphosphate Disodium salt [Na+].[Na+].C1=C(C=CC2=CC=CC=C12)OP(=O)([O-])[O-]